NC1=C(C2=C(S1)C(=CC=C2C2=C(C=C1C(=NC(=NC1=C2F)N2CC(C2)(C)N(C)C)N([C@H](C)N2CC=NC=C2)C)Cl)F)C#N (R)-2-amino-4-(6-chloro-2-(3-(dimethylamino)-3-methylazetidin-1-yl)-8-fluoro-4-(methyl((R)-1-(pyrazin-4-yl)ethyl)amino)quinazolin-7-yl)-7-fluorobenzo[b]thiophene-3-carbonitrile